(S)-3-(5-bromo-1-ethyl-2-(2-(1-methoxyethyl)-5-(4,4,5,5-tetramethyl-1,3,2-dioxaborolan-2-yl)pyridin-3-yl)-1H-indol-3-yl)-2,2-dimethylpropyl acetate C(C)(=O)OCC(CC1=C(N(C2=CC=C(C=C12)Br)CC)C=1C(=NC=C(C1)B1OC(C(O1)(C)C)(C)C)[C@H](C)OC)(C)C